ClC=1C(=C(C(=O)OC2=CC=CC=C2)C(=CC1)Cl)OC phenyl 3,6-dichloro-2-methoxybenzoate